l-3-cyclohexylsuccinate C1(CCCCC1)C(CC(=O)[O-])C(=O)[O-]